tert-Butyl (R)-3,4-dichloro-1-(4-methylpiperazin-1-yl)-12-oxo-6a,7,9,10-tetrahydro-6H-pyrazino[2,1-c]pyrido[3,4-f][1,4]oxazepine-8(12H)-carboxylate ClC1=C(C2=C(C(N3[C@@H](CO2)CN(CC3)C(=O)OC(C)(C)C)=O)C(=N1)N1CCN(CC1)C)Cl